phenyl(p-chlorophenyl)methylene(cyclopentadienyl)(2,3,6,7-tetra-tert-butylfluorenyl)zirconium dichloride [Cl-].[Cl-].C1(=CC=CC=C1)C(=[Zr+2](C1=C(C(=CC=2C3=CC(=C(C=C3CC12)C(C)(C)C)C(C)(C)C)C(C)(C)C)C(C)(C)C)C1C=CC=C1)C1=CC=C(C=C1)Cl